BrC1=NOC(C1)[C@@H]1CN(CC1)C(=O)OC(C)(C)C tert-butyl (3S)-3-(3-bromo-4,5-dihydroisoxazol-5-yl)pyrrolidine-1-carboxylate